ClC1=C(C=CC=C1Cl)N1CCN(CC1)CC=1C=C2CN(C(C2=CC1)=O)N1C(NC(CC1)=O)=O 1-(5-((4-(2,3-dichlorophenyl)piperazine-1-yl)methyl)-1-oxoisoindolin-2-yl)dihydropyrimidine-2,4(1H,3H)-dione